4-(4-benzylpiperazin-1-yl)bicyclo[2.2.2]octan-1-amine C(C1=CC=CC=C1)N1CCN(CC1)C12CCC(CC1)(CC2)N